Ethyl (E)-(4-methylpent-2-enoyl)-D-leucinate CC(/C=C/C(=O)N[C@H](CC(C)C)C(=O)OCC)C